methyl-5-benzyl-3-((1-(4-fluorophenyl)-3-methyl-1H-pyrazole-5-carboxamido)methyl)-4,5-dihydroisoxazole CC1C(=NOC1CC1=CC=CC=C1)CNC(=O)C1=CC(=NN1C1=CC=C(C=C1)F)C